(tert-butyl 1-((5-nitro-1-tosyl-1H-pyrrolo[2,3-b]pyridin-4-yl) amino) piperidin-4-yl) carbamate C(N)(OC1CC(N(CC1)NC1=C2C(=NC=C1[N+](=O)[O-])N(C=C2)S(=O)(=O)C2=CC=C(C)C=C2)C(C)(C)C)=O